2-Methoxy-4-(6-methoxypyridin-3-yl)-N-(2-(1-(trifluoromethyl)cyclopropyl)ethyl)-1H-imidazole-1-carboxamide COC=1N(C=C(N1)C=1C=NC(=CC1)OC)C(=O)NCCC1(CC1)C(F)(F)F